FC=1C=CC(=NC1)CC1CCC2(CN(C2)C(=O)N2C[C@H]3[C@H](OCC(N3)=O)CC2)CC1 (4aS,8aR)-6-[7-[(5-fluoro-2-pyridyl)methyl]-2-azaspiro[3.5]nonane-2-carbonyl]-4,4a,5,7,8,8a-hexahydropyrido[4,3-b][1,4]oxazin-3-one